dimethyl-glucosamine iodide [I-].CN([C@H]1C(O)O[C@@H]([C@H]([C@@H]1O)O)CO)C